N-(5-(7-ethoxy-6-fluoro-5-methyl-1H-indazol-4-yl)thiazolo[5,4-b]pyridin-2-yl)-2-fluorocyclopropane-1-carboxamide C(C)OC=1C(=C(C(=C2C=NNC12)C1=CC=C2C(=N1)SC(=N2)NC(=O)C2C(C2)F)C)F